FC=1C=CC2=C(N=C(O2)NC=2OC3=C(N2)C=C(C=C3)CO)C1 [2-(5-fluoro-1,3-benzoxazol-2-ylamino)-1,3-benzoxazol-5-yl]methanol